CC=1C=C(C2=C(C(=C(O2)CNC(=O)C=2C=NN3C2N=CC=C3)C(F)(F)F)C1)C(=O)OC Methyl 5-methyl-2-((pyrazolo[1,5-a]pyrimidine-3-carboxamido)methyl)-3-(trifluoromethyl)benzofuran-7-carboxylate